methyl 2-{1-[(6-{3-azabicyclo[3.1.0]hexan-3-yl}-2-methylpyridin-3-yl)methyl]-4-{[(4R)-1-methyl-1H,4H,5H,6H-cyclopenta[d]imidazol-4-yl]carbamoyl}-1H-pyrazol-3-yl}acetate C12CN(CC2C1)C1=CC=C(C(=N1)C)CN1N=C(C(=C1)C(N[C@@H]1CCC=2N(C=NC21)C)=O)CC(=O)OC